ClCC1=NC(=NN1C1=C(C=C(C=C1)C(F)(F)F)C(C1=C(C=CC=C1)F)=O)C(=O)O 5-(chloromethyl)-1-[2-(2-fluorobenzoyl)-4-(trifluoromethyl)phenyl]-1,2,4-triazole-3-carboxylic acid